OCC(C)C 1-hydroxy-2-methylpropane